C(=C)OCC1OC(OC1)=O 4-[(ethenyloxy)methyl]-1,3-dioxolan-2-one